CC(CCC1=C(C=C(C=C1O)CCCCC)O)CCCC(C)C 2-(3,7-dimethyloctyl)-5-pentylbenzene-1,3-diol